ClC1=NC(=CC(=C1)C1=C(N=C(S1)NC(=O)N1C[C@@H](NCC1)C(=O)N)C1=CC(=CC=C1)C#N)C (3R)-N1-[5-(2-chloro-6-methyl-4-pyridyl)-4-(3-cyanophenyl)thiazol-2-yl]piperazine-1,3-dicarboxamide